C(#N)C=1N=C(C2=C(N1)CN(C2C)C(=O)OC(C)(C)C)OC tert-butyl 2-cyano-4-methoxy-5-methyl-5,7-dihydro-6H-pyrrolo[3,4-d]pyrimidine-6-carboxylate